C(C)(C)(C)OC1=NC=C(C(=N1)OC(C)(C)C)C=1C=C(C=2N(N1)C=CN2)F 6-(2,4-di-tert-butoxypyrimidin-5-yl)-8-fluoroimidazo[1,2-b]pyridazine